N1(NNN(CCC(CCC(CC1)CC(=O)O)CC(=O)O)CC(=O)O)CC(=O)O tetra-azacyclododecane-1,4,7,10-tetraacetic acid